(1S,2S)-N-[2-(4,6-dimethoxypyrimidin-5-yl)-1-methylpyrrolo[2,3-c]pyridin-5-yl]-2-[(dimethylamino)methyl]cyclopropane-1-carboxamide COC1=NC=NC(=C1C1=CC=2C(=CN=C(C2)NC(=O)[C@@H]2[C@H](C2)CN(C)C)N1C)OC